3-(2-bromoacetyl)-6-methylcoumarin BrCC(=O)C=1C(OC2=CC=C(C=C2C1)C)=O